C(C)C1=C(N)C=CC=C1 o-Ethylanilin